6-(4-(cyclopropylmethoxy)-3-methoxyphenylamino)-3-morpholinoquinoxaline-5-carbonitrile C1(CC1)COC1=C(C=C(C=C1)NC1=C(C=2N=C(C=NC2C=C1)N1CCOCC1)C#N)OC